C(C)[C@H]1N(C[C@@H](N(C1)C=1C=2N(N(C(C1)=O)C)C=C(N2)CC#N)C)C(C)C2=CC1=C(N=C(S1)CC)C=C2 2-(8-((2s,5r)-5-ethyl-4-(1-(2-ethylbenzo[d]thiazol-6-yl)ethyl)-2-methylpiperazin-1-yl)-5-methyl-6-oxo-5,6-dihydroimidazo[1,2-b]pyridazin-2-yl)acetonitrile